CC1=CC=C(C=C1)C1(C(=CC=CC1(C1=CC=C(C=C1)OC#N)C1=CC=C(C=C1)OC#N)C(=N)N)C(=N)N 2-(4-methylphenyl)-3,3-bis(4-cyanatophenyl)benzenedicarboxamidine